CN(CCCC(=O)NC1=C(C=CC(=C1)OC1=CC(=CC(=C1)C=1C2=C(C(N(C1)C)=O)NC(=C2)C2=NC(=NN2)C)C)C)C 4-(dimethylamino)-N-(2-methyl-5-(3-methyl-5-(6-methyl-2-(3-methyl-1H-1,2,4-triazol-5-yl)-7-oxo-6,7-dihydro-1H-pyrrolo[2,3-c]pyridin-4-yl)phenoxy)phenyl)butanamide